tert-butyl (1-(3-(4-(4-(2,6-dioxopiperidin-3-yl)phenyl)piperazin-1-yl)propyl)piperidin-4-yl)carbamate O=C1NC(CCC1C1=CC=C(C=C1)N1CCN(CC1)CCCN1CCC(CC1)NC(OC(C)(C)C)=O)=O